O1C=2C(=CC1=O)C=CC2 2H-Cyclopenta[b]furan-2-on